NC1=C(C2=C(N=C(N=C2)C)N1C1=C(C(=CC=C1C)OC)C)C(=O)N 6-amino-7-(3-methoxy-2,6-dimethyl-phenyl)-2-methyl-pyrrolo[2,3-d]pyrimidine-5-carboxamide